NC1CC=2C(=CC=3C(N(C(C3C2)=O)C2C(NC(CC2)=O)=O)=O)C1 6-amino-2-(2,6-dioxopiperidin-3-yl)-6,7-dihydrocyclopenta[f]isoindole-1,3(2H,5H)-dione